CC1=C(C=C(C(=C1)OC1=CC(=CC=C1)SCC(C(F)F)(F)F)C)C(N(C)CC)=N (2,5-dimethyl-4-{3-[(2,2,3,3-tetrafluoropropyl)sulfanyl]phenoxy}phenyl)-N-ethyl-N-methylimidoformamide